NC1CC(C1)C(=O)N1CC(C1)C#CC1=CC2=C(N(C(N2C)=O)C2C(NC(CC2)=O)=O)C=C1 3-[5-[2-[1-(3-aminocyclobutanecarbonyl)azetidin-3-yl]ethynyl]-3-methyl-2-oxo-benzimidazol-1-yl]piperidine-2,6-dione